(R)-2-(1-acryloyl-piperidin-3-yl)-1-amino-4-(4-((4-ethylpyridin-2-yl)carbamoyl)phenyl)-1H-imidazole-5-carboxamide C(C=C)(=O)N1C[C@@H](CCC1)C=1N(C(=C(N1)C1=CC=C(C=C1)C(NC1=NC=CC(=C1)CC)=O)C(=O)N)N